The molecule is the D-enantiomer of tryptophanate. It has a role as a bacterial metabolite. It is a conjugate base of a D-tryptophan. It is an enantiomer of a L-tryptophanate. C1=CC=C2C(=C1)C(=CN2)C[C@H](C(=O)[O-])N